ClC1=C(C=CC=C1)C=1N(C2=NC(=NC(=C2N1)N1CCC(CC1)(C(=O)N)C)N(C)CCO)C1=CC=C(C=C1)Cl 1-[8-(2-chlorophenyl)-9-(4-chlorophenyl)-2-[2-hydroxyethyl-(methyl)amino]purin-6-yl]-4-methyl-piperidine-4-carboxamide